N-(3-methoxybenzyl)-3-((4-methylpiperazin-1-yl)methyl)-N-(3-morpholinobenzyl)aniline COC=1C=C(CN(C2=CC(=CC=C2)CN2CCN(CC2)C)CC2=CC(=CC=C2)N2CCOCC2)C=CC1